C(C=C)OCCCCN1C=[N+](C=C1)CCCCOCC=C 1,3-bis(4-allyloxybutyl)imidazolium